BrC1=CC=C2C(=CNC2=C1)C(=O)NC=1C=C(C=CC1)C 6-bromo-N-(m-tolyl)-1H-indole-3-carboxamide